2-Amino-2-hydroxymethylpropanediol C(C(CO)(CO)N)O